FC1=CC=C(C=C1)C1N(N=CC1)C(CC)=O 3-(4-fluorophenyl)-2-propanoyl-3,4-dihydropyrazol